(S)-6-((1-(2-(2,4-dimethoxypyrimidin-5-yl)-6-methoxypyridin-4-yl)-4,4-difluoropyrrolidin-3-yl)oxy)-1-(2,2,2-trifluoroethyl)-1H-pyrazolo[4,3-c]pyridine COC1=NC=C(C(=N1)OC)C1=NC(=CC(=C1)N1C[C@@H](C(C1)(F)F)OC1=CC2=C(C=N1)C=NN2CC(F)(F)F)OC